ClC1=CC(=C(C=C1)[C@@H]1O[C@]2(OCC1)[C@@H](CC[C@H](C2)C)C(C)C)F (2R,6S,7S,10R)-2-(4-chloro-2-fluorophenyl)-7-isopropyl-10-methyl-1,5-dioxaspiro[5.5]undecane